FC=1C=C(C=CC1C=1C=NC(=CC1)C=1N=NN(N1)C1CC1)N1C(O[C@H](C1)C(C(F)F)O)=O (R)-3-(3-fluoro-4-(6-(2-cyclopropyl-2H-tetrazol-5-yl)pyridin-3-yl)phenyl)-5-(1-hydroxy-2,2-difluoroethyl)oxazolidin-2-one